C(CCCCCCCCCCC)[NH+]1CN(C=C1)C1=CC=2CC3=CC=CC=C3C2C=C1 3-Dodecyl-1-(9H-fluoren-2-yl)-2H-imidazol-3-ium